2,2-dimethyl-4-oxo-3,8,11-trioxa-5-azatridecane-13-yl-4-Toluenesulfonate CC(C)(OC(NCCOCCOCCOS(=O)(=O)C1=CC=C(C)C=C1)=O)C